C(C)(C)(C)OC(=O)N1CCC(CC1)OC1CC(C1)N1CCC(CC1)C=1C=C2C(N(C(C2=CC1)=O)[C@H]1C(NC(CC1)=O)=O)=O 4-[(1r,3r)-3-[4-[2-(2,6-dioxopiperidin-3-yl)-1,3-dioxoisoindol-5-yl]piperidin-1-yl]cyclobutoxy]piperidine-1-carboxylic acid tert-butyl ester